fluoro-6-methoxyflavanone FC1(OC2=CC=C(C=C2C(C1)=O)OC)C1=CC=CC=C1